BrC=1C=CC=C2C=CN(C12)C(C(C)OC([C@H](C)NC(=O)C1=NC=CC(=C1O)OC)=O)C (2S)-2-[(3-hydroxy-4-methoxy-pyridine-2-carbonyl)amino]propanoic acid [2-(7-bromoindol-1-yl)-1-methyl-propyl] ester